BrC=1C=CC2=C(CN(S2(=O)=O)C)C1F 5-bromo-4-fluoro-2-methyl-2,3-dihydrobenzo[d]isothiazole 1,1-dioxide